C(C)(=O)C1=NN(C2=CC=C(C=C12)NC(=O)NC=1C=NC=NC1)CC(=O)N(C(C)C)CC(=O)NC=1C(=C(C=CC1)C1=C(C=CC=C1)Cl)F 2-(3-acetyl-5-(3-(pyrimidin-5-yl)ureido)-1H-indazol-1-yl)-N-(2-((2'-chloro-2-fluoro-[1,1'-biphenyl]-3-yl)amino)-2-oxoethyl)-N-isopropylacetamide